C(CCCCCCC)NC(OC1=CC(=CC=C1)C=1C=NC=C(C1)C=1SC=CN1)=O 3-(5-(thiazol-2-yl)pyridin-3-yl)phenyl octylcarbamate